COC1=C(C(=O)C2=C(CCC2)C(=O)OC)C=CC(=C1)C Methyl 2-(2-methoxy-4-methylbenzoyl)cyclopent-1-ene-1-carboxylate